2-(2,6-Dioxopiperidin-3-yl)-5-(((1S,2S)-1-(ethylamino)-2,3-dihydro-1H-inden-2-yl)(methyl)amino)isoindolin-1,3-dion O=C1NC(CCC1N1C(C2=CC=C(C=C2C1=O)N(C)[C@@H]1[C@H](C2=CC=CC=C2C1)NCC)=O)=O